N(=C=O)CC(SCCN=C=O)CN=C=O 1,5-diisocyanato-2-isocyanatomethyl-3-thia-pentane